2-(6-(2-ethyl-5-fluoro-4-hydroxyphenyl)-1H-indazol-3-yl)-4,6-dihydropyrrolo[3,4-d]imidazole-5(1H)-Carboxylic acid ethyl ester C(C)OC(=O)N1CC=2NC(=NC2C1)C1=NNC2=CC(=CC=C12)C1=C(C=C(C(=C1)F)O)CC